(1s,4R)-4-((1H-indol-3-yl)methyl)-8-bromo-1-isobutyl-1,2-dihydro-6H-pyrazino[2,1-b]quinazoline-3,6(4H)-dione N1C=C(C2=CC=CC=C12)C[C@@H]1C(N[C@H](C2=NC3=CC=C(C=C3C(N21)=O)Br)CC(C)C)=O